6-{[5-(3-tert-Butyl-2-oxoimidazolidin-1-yl)pyridin-2-yl]amino}-4-{[3-methoxy-4-(1-methyl-1H-1,2,4-triazol-3-yl)pyridin-2-yl]amino}-N-(2H3)methylpyridazin-3-carboxamid C(C)(C)(C)N1C(N(CC1)C=1C=CC(=NC1)NC1=CC(=C(N=N1)C(=O)NC([2H])([2H])[2H])NC1=NC=CC(=C1OC)C1=NN(C=N1)C)=O